FC(CC(=O)OCC)(C)F ethyl 3,3-difluorobutyrate